C(\C=C\C(=O)OCCCCC)(=O)OCCCCC dipentyl (E)-but-2-enedioate